2,2-bis(4-hydroxy-3-methylphenyl)pentane OC1=C(C=C(C=C1)C(C)(CCC)C1=CC(=C(C=C1)O)C)C